ClC1=C(C=C(C=C1)N1CC(C2=NC(=CC=C21)C(=O)N2C[C@H]([C@H](CC2)CC(=O)O)OC)(C)C)F 2-((3s,4r)-1-(1-(4-chloro-3-fluorophenyl)-3,3-dimethyl-2,3-dihydro-1H-pyrrolo[3,2-b]pyridine-5-carbonyl)-3-methoxypiperidin-4-yl)acetic acid